9-phenyl-3,3'-bicarbazole C1(=CC=CC=C1)N1C2=CC=CC=C2C=2CC(C=CC12)=C1C=CC2=NC3=CC=CC=C3C2=C1